BrC1=C(C=C2C(=C(C(=NC2=C1F)Cl)C#N)N1CCN(CC1)C(=O)O)Cl 4-(7-bromo-2,6-dichloro-3-cyano-8-fluoroquinolin-4-yl)piperazine-1-carboxylic acid